3-(2,4-dimethylbenzenesulfonyl)-8-[4-(1-methylpiperidin-4-yl)piperazin-1-yl]-1H,5H-[1,2,3]triazolo[1,5-a]quinazolin-5-one CC1=C(C=CC(=C1)C)S(=O)(=O)C1=NNN2C1=NC(C1=CC=C(C=C21)N2CCN(CC2)C2CCN(CC2)C)=O